Cl.Cl.ClC=1C(=NC2=CC=C(C=C2C1)N1CCC(CC1)N)N1CCNCC1 1-(3-chloro-2-piperazin-1-yl-6-quinolyl)piperidin-4-amine dihydrochloride